2-chloro-5-fluoro-3-[(2-oxooxazolidin-5-yl)methoxy]benzoic acid ethyl ester C(C)OC(C1=C(C(=CC(=C1)F)OCC1CNC(O1)=O)Cl)=O